4,6-dimethyl-2-(4-nitrophenyl)benzo[d]oxazole CC1=CC(=CC2=C1N=C(O2)C2=CC=C(C=C2)[N+](=O)[O-])C